O1C2=C(OCC1)C=C(C=C2)NC=2N=C(C1=C(N2)COC1)NCCCO 3-((2-((2,3-dihydrobenzo[b][1,4]dioxin-6-yl)amino)-5,7-dihydrofuro[3,4-d]pyrimidin-4-yl)amino)propan-1-ol